{3-[methyl-(3-phenylpropyl)amino]phenyl}methanol CN(C=1C=C(C=CC1)CO)CCCC1=CC=CC=C1